((4-(pyridin-4-yl)piperazin-1-yl)methyl)-6-(trifluoromethyl)-1H-benzo[d]imidazole N1=CC=C(C=C1)N1CCN(CC1)CN1C=NC2=C1C=C(C=C2)C(F)(F)F